CC=1N=C(SC1C(=O)NC=1C=C(C=CC1)C)C1=C(C(=C(C(=C1)F)F)O)F 4-methyl-N-(m-tolyl)-2-(2,4,5-trifluoro-3-hydroxyphenyl)thiazole-5-carboxamide